2,5-dioxotrihydro-1H-pyrrolizine-7a(5H)-carboxylate O=C1CC2(CCC(N2C1)=O)C(=O)[O-]